9-(4-chloro-6-Phenyl-1,3,5-triazin-2-yl)-9H-carbazole ClC1=NC(=NC(=N1)C1=CC=CC=C1)N1C2=CC=CC=C2C=2C=CC=CC12